ClC1=C(C(=O)NCC(=O)N[C@@H](CC(C)C)B2OC([C@H]3COC[C@@H](C(O2)=O)N3C)=O)C=C(C=C1)Cl 2,5-dichloro-N-(2-(((R)-3-methyl-1-((1R,7S)-11-methyl-2,6-dioxo-3,5,9-trioxa-11-aza-4-borabicyclo[5.3.1]undecan-4-yl)butyl)amino)-2-oxoethyl)benzamide